5-(N-(4-fluorophenyl)sulfamoyl)-2-methyl-N-(pyridin-3-yl)benzamide FC1=CC=C(C=C1)NS(=O)(=O)C=1C=CC(=C(C(=O)NC=2C=NC=CC2)C1)C